C(C1=CC=CC=C1)OC1=C(C=CC=C1F)C1=C(C(=CC=C1F)C[C@]1(C[C@H](CC1)NS(=O)(=O)C)C=1OC=C(N1)CCl)F N-((1s,3R)-3-((2'-(benzyloxy)-2,3',6-trifluoro-[1,1'-biphenyl]-3-yl)methyl)-3-(4-(chloromethyl)oxazol-2-yl)cyclopentyl)methanesulfonamide